CC=1N(C2=NC(=NC(=C2N1)N/N=C/C1=CC(=CC=C1)C)N1CCOCC1)C1=CC=CC=C1 (E)-4-(8-methyl-6-(2-(3-methylbenzylidene)hydrazinyl)-9-phenyl-9H-purin-2-yl)morpholine